6-Fluoro-4-((5-(3-hydroxy-3-methyl-2-oxoindolin-1-yl)pyridin-3-yl)methyl)phthalazin-1(2H)-on FC=1C=C2C(=NNC(C2=CC1)=O)CC=1C=NC=C(C1)N1C(C(C2=CC=CC=C12)(C)O)=O